4-(2-methylphenyl)piperidine hydrochloride Cl.CC1=C(C=CC=C1)C1CCNCC1